(4R)-3-(phenylcarbamoyl)-2-phenylthiazolidine C1(=CC=CC=C1)NC(=O)N1C(SCC1)C1=CC=CC=C1